5-(2-(2-fluoro-6-methylphenylamino)-5-methylpyrimidin-4-ylamino)benzo[d]oxazol-2(3H)-one FC1=C(C(=CC=C1)C)NC1=NC=C(C(=N1)NC=1C=CC2=C(NC(O2)=O)C1)C